4-[4-(Benzenesulfonyl)-2,6-dioxo-3,6-dihydropyrimidin-1(2H)-yl]-5-fluoro-2-(2-methylphenoxy)benzonitrile C1(=CC=CC=C1)S(=O)(=O)C=1NC(N(C(C1)=O)C1=CC(=C(C#N)C=C1F)OC1=C(C=CC=C1)C)=O